2-(2,3-difluorophenyl)-6-hydroxy-6-methyl-2-methylaminocyclohexan-1-one FC1=C(C=CC=C1F)C1(C(C(CCC1)(C)O)=O)NC